N-(trifluoromethylsulfonyloxy)bicyclo[2.2.1]-hept-5-ene-2,3-dicarboximide FC(S(=O)(=O)ON1C(=O)C2C3C=CC(C2C1=O)C3)(F)F